C12CNCC(CC1)N2C2=NC=1CCN(CC1C=C2)C(=O)N(CC)C2CCCC2 2-(3,8-diazabicyclo[3.2.1]octan-8-yl)-N-cyclopentyl-N-ethyl-7,8-dihydro-1,6-naphthyridine-6(5H)-carboxamide